C(C)(C)(C)C=1SC(=C(N1)C=1C(=C(C=CC1)NS(=O)(=O)C1=C(C=CC=C1F)F)F)C1=NC(=NC=C1)NC1CCS(CC1)(=O)=O N-(3-(2-(tert-butyl)-5-(2-((1,1-dioxidotetrahydro-2H-thiopyran-4-yl)amino)pyrimidin-4-yl)thiazol-4-yl)-2-fluorophenyl)-2,6-difluorobenzenesulfonamide